COCCOCCOCCNCCCC(=O)N 2,5,8-trioxa-11-azapentadecan-15-amide